4-(pyridin-3-yloxy)benzoic acid N1=CC(=CC=C1)OC1=CC=C(C(=O)O)C=C1